7-Hydroxy-heptadecanoic acid OC(CCCCCC(=O)O)CCCCCCCCCC